{[2-(4-carboxyphenyl)ethyl][2-(2-{[3-chloro-4'-(trifluoromethyl)biphenyl-4-yl]methoxy}phenyl)-ethyl]-amino}-5,6,7,8-tetrahydroquinoline-2-carboxylic acid C(=O)(O)C1=CC=C(C=C1)CCN(CCC1=C(C=CC=C1)OCC1=C(C=C(C=C1)C1=CC=C(C=C1)C(F)(F)F)Cl)C=1C(=NC=2CCCCC2C1)C(=O)O